C(CC(O)(C(=O)OC(C(C)C)CCC)CC(=O)OC(C(C)C)CCC)(=O)OC(C(C)C)CCC tri(2-methyl-3-hexyl) citrate